(+)-(3S,4S)-4-(5-Amino-4-carbamoyl-2-thienyl)-3-fluoro-piperidine-1-carboxylic acid tert-butyl ester C(C)(C)(C)OC(=O)N1C[C@H]([C@H](CC1)C=1SC(=C(C1)C(N)=O)N)F